C(#N)C1=C(C=CC(=C1)C(F)(F)F)S(=O)(=O)N1C[C@@H]([C@@](C1)(CO)O)OC1=CC(=C(C#N)C=C1O)F 4-(((3S,4R)-1-((2-cyano-4-(trifluoromethyl)phenyl)sulfonyl)-4-hydroxy-4-(hydroxymethyl)pyrrolidin-3-yl)oxy)-2-fluoro-5-hydroxybenzonitrile